3-bromo-5-(4-methyl-3-nitrophenyl)-1,2,4-thiadiazole BrC1=NSC(=N1)C1=CC(=C(C=C1)C)[N+](=O)[O-]